C(C)(C)(C)NCCCNC(=O)C12CC3(CC(CC(C1)C3)C2)C2=CC=C(C=C2)Cl 3-(4-Chlorophenyl)-adamantane-1-carboxylic acid (3-tert-butylamino-propyl)-amide